C1(CC1)C=1C=C(C(=O)N[C@@H](C)C2=NC=NN2C2=NC=CN=C2)C=C(C1)OC(F)(F)F (5-{(1S)-1-[3-Cyclopropyl-5-(trifluoromethoxy)benzamido]ethyl}-1H-1,2,4-triazol-1-yl)pyrazin